I[SiH](N([SiH](I)I)CCC)I 1,1,3,3-tetraiodo-2-n-propyldisilazane